4-amino-3-chloro-6-(4-chlorophenyl)-5-fluoro-pyridine-2-carboxylate NC1=C(C(=NC(=C1F)C1=CC=C(C=C1)Cl)C(=O)[O-])Cl